C(#N)N1[C@H]2[C@@H](C[C@@H]1CC2)NC(C2=CC(=C(C=C2)C=2C=NN(C2)C)OC(C)C)=O N-((1R,2R,4S)-7-cyano-7-azabicyclo[2.2.1]heptan-2-yl)-4-(1-methyl-1H-pyrazol-4-yl)-3-(2-propanyloxy)benzamide